FC1=C(C=C(C=C1F)C1=C(C=CC=C1C)C)[C@H](CC(=O)OCC)NC([C@H](CC(C)C)NC(=O)C=1C(N(C=CC1C)C)=O)=O ethyl (3S)-3-{4,5-difluoro-2',6'-dimethyl-[1,1'-biphenyl]-3-yl}-3-[(2S)-2-[(1,4-dimethyl-2-oxo-1,2-dihydropyridin-3-yl)formamido]-4-methylpentanamido]propanoate